ClC1=C(C=C(C=C1)OC)C1=CN=C(O1)CSC(C)=O 1-([5-(2-Chloro-5-methoxyphenyl)-1,3-oxazol-2-yl]methylsulfanyl)ethan-1-one